ClC=1C(=NC(=NC1)NC=1C=C2C=CC(=NC2=CC1)N1CCC(CC1)N1CCN(CC1)C)NC1=CC2=C(CCO2)C=C1NS(=O)(=O)C N-(6-((5-chloro-2-((2-(4-(4-methylpiperazin-1-yl)piperidin-1-yl)quinolin-6-yl)amino)pyrimidin-4-yl)amino)-2,3-dihydrobenzofuran-5-yl)methanesulfonamide